tert-butyl (3S,5S)-3-{[8-carbamoyl-6-(5-cyano-1-methyl-1H-pyrrol-3-yl)pyrido[3,2-d]pyrimidin-4-yl]amino}-5-fluoropiperidine-1-carboxylate C(N)(=O)C1=CC(=NC2=C1N=CN=C2N[C@@H]2CN(C[C@H](C2)F)C(=O)OC(C)(C)C)C2=CN(C(=C2)C#N)C